Methoxypropan-2-yl 2-((2-chloro-4-(4-(3-chlorophenyl)-trans-2,3-dimethylpiperazine-1-carbonyl)phenyl)sulfinyl)acetate ClC1=C(C=CC(=C1)C(=O)N1[C@H]([C@@H](N(CC1)C1=CC(=CC=C1)Cl)C)C)S(=O)CC(=O)OC(C)COC